OC1=CC2=C(C=N1)N=C(S2)C(=O)NC2(CCS(CC2)(=O)=O)C 6-hydroxy-N-(4-methyl-1,1-dioxidotetrahydro-2H-thiopyran-4-yl)thiazolo[4,5-c]pyridine-2-carboxamide